ClC1=CC(=NC=N1)C(=O)N1CCC(CCC1)N1CC2=CC=CC=C2CC1 (6-Chloropyrimidin-4-yl)(4-(3,4-dihydroisoquinolin-2(1H)-yl)azepan-1-yl)methanone